C(CC(C)CCCC(C)CCCC(C)CCCC(C)C)(=O)SCCNC(CCNC([C@@H](C(COP(OP(OC[C@@H]1[C@H]([C@H]([C@@H](O1)N1C=NC=2C(N)=NC=NC12)O)OP(=O)(O)O)(=O)O)(=O)O)(C)C)O)=O)=O phytanoyl-CoA